C(C)C1COC=2C(=C(C=C3C(C(=CN1C23)C(=O)O)=O)F)F 3-ethyl-9,10-difluoro-7-oxo-2,3-dihydro-7H-[1,4]oxazino[2,3,4-ij]quinoline-6-carboxylic acid